Ethylene Glycol Salicylate C(C=1C(O)=CC=CC1)(=O)OCCO